C(C1=CC=CC=C1)OC(=O)NCCCC[C@@H](C(=O)OC(C)(C)C)NC(=O)N[C@@H](CCC(=O)OC(C)(C)C)C(=O)OC(C)(C)C di-tert-butyl N-{[(2S)-6-{[(benzyloxy)carbonyl]amino}-1-tert-butoxy-1-oxohexan-2-yl]carbamoyl}-L-glutamate